((4S,4'S,5S,5'S)-(4-chloropyridine-2,6-diyl)bis(4,5-diphenyl-4,5-dihydro-1H-imidazole-2,1-diyl))bis(naphthalen-1-ylmethanone) ClC1=CC(=NC(=C1)C=1N([C@H]([C@@H](N1)C1=CC=CC=C1)C1=CC=CC=C1)C(=O)C1=CC=CC2=CC=CC=C12)C=1N([C@H]([C@@H](N1)C1=CC=CC=C1)C1=CC=CC=C1)C(=O)C1=CC=CC2=CC=CC=C12